FC(CS(=O)(=O)NC1=CC(=C(C2=CC=CC=C12)OC=1N=C(SC1C1=NC(=NC=C1)N[C@@H]1CN(CCC1)C)C)C)(F)F 2,2,2-Trifluoro-N-[3-methyl-4-[2-methyl-5-[2-[[(3S)-1-methyl-3-piperidyl]amino]pyrimidin-4-yl]thiazol-4-yl]oxy-1-naphthyl]ethanesulfonamide